C(C)(C)(CC)N=[Ta](N(CC)CC)(N(CC)CC)N(CC)CC tert-amyliminotri(diethylamino)tantalum